COC=1C=C(C=CC1)CCN (3-methoxyphenylethyl)amine